4-fluoro-7-methyl-N-(3-(4-nicotinoylpiperazin-1-yl)phenyl)-1H-indole FC1=C2C=CN(C2=C(C=C1)C)C1=CC(=CC=C1)N1CCN(CC1)C(C1=CN=CC=C1)=O